5-[[2-[(2R,5R)-5-Methyl-2-phenyl-1-piperidyl]-2-oxo-acetyl]amino]pyridine-3-carboxamide C[C@@H]1CC[C@@H](N(C1)C(C(=O)NC=1C=C(C=NC1)C(=O)N)=O)C1=CC=CC=C1